FC1=CC=C(C=N1)C=1C(=NC=CC1)N1CCC(CC1)C1C=2N(CCC1)C=NN2 8-(1-(6'-fluoro-[3,3'-bipyridin]-2-yl)piperidin-4-yl)-5,6,7,8-tetrahydro-[1,2,4]triazolo[4,3-a]pyridine